(3R,4S)-3-fluoro-N-[(4-fluorophenyl)methyl]-1-methylpiperidin-4-amine F[C@@H]1CN(CC[C@@H]1NCC1=CC=C(C=C1)F)C